(S)-morpholin-3-ylmethanol N1[C@H](COCC1)CO